O(C1=CC=CC=C1)C1=C(C(=O)NN)C=CC(=C1)C(=O)NN 2-phenoxyterephthalic acid dihydrazide